ClC1=C(C=C(C=C1)C1=CC(=CC=C1)C1=CC=CC=2C3=CC=CC=C3NC12)C1=CC2=CC=CC=C2C=C1 (4'-chloro-3'-(naphthalen-2-yl)-[1,1'-biphenyl]-3-yl)-9H-carbazole